ON(C=1C(=C(C=CC1)CC)C)O N,N-dihydroxyethyl-toluidine